8-(1-hydroxy-1-methyl-ethyl)-3,6-dimethyl-2-tetrahydropyran-4-yl-quinazolin-4-one OC(C)(C)C=1C=C(C=C2C(N(C(=NC12)C1CCOCC1)C)=O)C